1-methyl-7-(4-n-butyl-phenyl)quinoline CN1CC=CC2=CC=C(C=C12)C1=CC=C(C=C1)CCCC